2-(5-((3S)-3-((2-Chloro-5-((1-(2,2-difluorocyclopropyl)-1H-pyrazol-4-yl)ethynyl)pyridin-4-yl)amino)butoxy)-1-methyl-1H-pyrazol-4-yl)pyrimidin-4-amine ClC1=NC=C(C(=C1)N[C@H](CCOC1=C(C=NN1C)C1=NC=CC(=N1)N)C)C#CC=1C=NN(C1)C1C(C1)(F)F